C(C1CO1)OCCC[Si](OCC)(OCC)CC (3-glycidoxypropyl)ethyldiethoxysilane